C1(CCCCC1)C1=CC=C(C=2NC(=NC21)N)OC 4-Cyclohexyl-7-methoxy-1H-benzoimidazol-2-ylamine